BrC1=C(C=C(C=C1)F)NC1=CN=NC=C1 N-(2-bromo-5-fluorophenyl)pyridazin-4-amine